3-[3-(4-triflylphenyl)-1-bicyclo[1.1.1]pentanyl]azetidine-1-carboxylic acid tertbutyl ester C(C)(C)(C)OC(=O)N1CC(C1)C12CC(C1)(C2)C2=CC=C(C=C2)S(=O)(=O)C(F)(F)F